CN1N=CC(=C1)C=1C=CC=2N(C1)N=CC2N2CCN(CC2)C(=O)OCC2=C(C=CC=C2)C#N 2-cyanobenzyl 4-(6-(1-methyl-1H-pyrazol-4-yl)pyrazolo[1,5-a]pyridin-3-yl)piperazine-1-carboxylate